BrC1=CC(=C(C(=C1)[N+](=O)[O-])N[C@H]1CN(CCC1)C(=O)C1CC(NCC1)=O)C(=O)N1C[C@H](O[C@H](C1)C)C 4-((R)-3-((4-bromo-2-((2R,6S)-2,6-dimethylmorpholine-4-carbonyl)-6-nitrophenyl)amino)piperidine-1-carbonyl)piperidin-2-one